C(C)(C)(C)OC(=O)N1C[C@H](CC1)C(NC=1SC=2CN(CCC2N1)C(C)=O)=O (S)-3-((5-acetyl-4,5,6,7-tetrahydrothiazolo[5,4-c]pyridin-2-yl)carbamoyl)pyrrolidine-1-carboxylic acid tert-butyl ester